NCC1(CC(C1)NC(OC(C)(C)C)=O)C tert-butyl (3-(aminomethyl)-3-methylcyclobutyl)carbamate